C(C)OC(C(N(CC=1SC(=NN1)C1=CC=CC=C1)CC=O)=O)=O.C(C)[C@@H](C(=O)N)N1C(CCC1)=O (S)-α-ethyl-2-oxopyrrolidineacetamide ethyl-2-oxo-2-((2-oxoethyl)((5-phenyl-1,3,4-thiadiazol-2-yl)methyl)amino)acetate